3-amino-5-isopropyl-6,7-dihydropyrazolo[1,5-a]pyrazin-4(5H)-one NC=1C=NN2C1C(N(CC2)C(C)C)=O